tert-Butyl 3-((4-(3-cyano-9-ethyl-6,6-dimethyl-11-oxo-6,11-dihydro-5H-benzo[b]carbazol-8-yl)-1H-pyrazol-1-yl)methyl)azetidine-1-carboxylate C(#N)C1=CC=C2C=3C(C4=C(C(C3NC2=C1)(C)C)C=C(C(=C4)CC)C=4C=NN(C4)CC4CN(C4)C(=O)OC(C)(C)C)=O